pyridin-1-yl-butyric acid N1(CC=CC=C1)C(C(=O)O)CC